NCC1=CC2=C(N(C(=N2)CN2C(N(C3=C2C=C(C=C3)F)C)=O)CCC(F)(F)F)C=C1 3-((5-(aminomethyl)-1-(3,3,3-trifluoropropyl)-1H-benzo[d]imidazol-2-yl)methyl)-1-methyl-5-fluoro-1,3-dihydro-2H-benzo[d]imidazol-2-one